COC(C(CC(=O)OC(C)(C)C)=O)C tert-butyl 4-methoxy-3-oxo-pentanoate